C12NCC(C(C1)C1=NN=C(O1)[C@@]13CN(C[C@]3(C1)C(F)(F)F)C1=C3C=CC=NC3=C(C=C1)C#N)C2 5-((1S,5R)-1-(5-(2-azabicyclo[2.2.1]heptan-5-yl)-1,3,4-oxadiazol-2-yl)-5-(trifluoromethyl)-3-azabicyclo[3.1.0]hexan-3-yl)quinoline-8-carbonitrile